[N+](=O)([O-])C(COC(C(=C)C)=O)(C)C 2-nitro-2-methylpropylmethacrylate